(2S,4R)-N-[(1R,3S)-3-(cyanomethyl)cyclopentyl]-1-[(2S)-2-(4-cyclopropyltriazol-1-yl)-3,3-dimethyl-butanoyl]-4-hydroxy-pyrrolidine-2-carboxamide C(#N)C[C@@H]1C[C@@H](CC1)NC(=O)[C@H]1N(C[C@@H](C1)O)C([C@H](C(C)(C)C)N1N=NC(=C1)C1CC1)=O